C(CCC\C=C/CC)(=O)O Cis-5-Octenoic Acid